(S)-4-(2-(2-((5-chloro-2-(trifluoromethyl)phenyl)amino)-2-oxoacetamido)-3-phenylpropionamido)benzoic acid ClC=1C=CC(=C(C1)NC(C(=O)N[C@H](C(=O)NC1=CC=C(C(=O)O)C=C1)CC1=CC=CC=C1)=O)C(F)(F)F